6-((4-phenoxybenzoyl)glycyl)-1-oxa-6-azaspiro[3.4]octane-7-carboxamide O(C1=CC=CC=C1)C1=CC=C(C(=O)NCC(=O)N2CC3(CCO3)CC2C(=O)N)C=C1